C(C)O[Si](OCC)(OCC)CCCN=C=O (Triethoxysilyl)-propylisocyanat